(1S)-2-[4,6-bis(trifluoromethyl)-1,3,5-triazin-2-yl]-6-chloro-1-pentyl-2,3,4,9-tetrahydro-1H-pyrido[3,4-b]indole FC(C1=NC(=NC(=N1)C(F)(F)F)N1[C@H](C=2NC3=CC=C(C=C3C2CC1)Cl)CCCCC)(F)F